C1(=CC=C(C=C1)N(C1=CC=CC=2C(C3=CC=CC=C3C12)(C)C)C1=CC=C(C=C1)Br)C1=CC=CC=C1 Biphenyl-4-yl-(4-bromo-phenyl)-(9,9-dimethyl-9H-fluoren-4-yl)-amin